tin potassium sulfide [S-2].[K+].[Sn+4]